7-((5-(4-methylpiperidin-1-yl)pyridin-2-yl)amino)-4-(imidazo[1,2-a]pyrazin-3-yl)isoindolin-1-one CC1CCN(CC1)C=1C=CC(=NC1)NC=1C=CC(=C2CNC(C12)=O)C1=CN=C2N1C=CN=C2